C(C)(C)C=1C=NN2C1N=C(C=C2NC2CCN(CC2)C(=O)OC(C)(C)C)N[C@@H]2CNC(C2)=O (S)-tert-butyl 4-((3-isopropyl-5-((5-oxopyrrolidin-3-yl)amino)pyrazolo[1,5-a]pyrimidin-7-yl)amino)piperidine-1-carboxylate